4-(4-((tert-butyldiphenylsilyl) oxy) cyclopent-1-en-1-yl)-7-cyano-2-(4-methoxybenzyl)-2H-indazol-6-yl trifluoromethanesulfonate FC(S(=O)(=O)OC=1C=C(C2=CN(N=C2C1C#N)CC1=CC=C(C=C1)OC)C1=CCC(C1)O[Si](C1=CC=CC=C1)(C1=CC=CC=C1)C(C)(C)C)(F)F